C(C1=CC=CC=C1)OCC1=C(N=NC(=C1C)Cl)NC=1SC2=C(N1)C=CC=C2 N-{4-[(benzyloxy)methyl]-6-chloro-5-methylpyridazin-3-yl}-1,3-benzothiazol-2-amine